DL-2-hydroxyglutarate disodium salt [Na+].[Na+].O[C@@H](C(=O)[O-])CCC(=O)[O-] |r|